3-benzyl-1-(trans-4-((4-(3,6-dihydro-2H-pyran-4-yl)-5-(trifluoromethyl)pyrimidin-2-yl)amino)cyclohexyl)-1-(5-(2-methoxypyrimidin-5-yl)pyrazin-2-yl)urea C(C1=CC=CC=C1)NC(N(C1=NC=C(N=C1)C=1C=NC(=NC1)OC)[C@@H]1CC[C@H](CC1)NC1=NC=C(C(=N1)C=1CCOCC1)C(F)(F)F)=O